CC1=C(C=CC(=C1)C)P(C1=C(C=C(C=C1)C)C)C1=C(C=C(C=C1)C)C tri(2,4-dimethylphenyl)-phosphine